C(C)(C)(C)C1N(CC1(N1C=C(C=C1)C=1C2=C(N=CN1)N(C=C2)COCC[Si](C)(C)C)CC#N)C(=O)O.C(C=C)C(COCCOCCO)(CC=C)O Bisallyl-triethylene glycol tert-Butyl-3-(Cyanomethyl)-3-[3-(7-{[2-(trimethylsilyl)ethoxy]methyl}-7H-pyrrolo[2,3-d]pyrimidin-4-yl)-1H-pyrrol-1-yl]azetidine-1-carboxylate